{1-[4-(5-Cyclobutoxy-3-methyl-isothiazol-4-yl)-2,6-difluoro-phenyl]-pyrrolidin-3-yl}-acetic acid C1(CCC1)OC1=C(C(=NS1)C)C1=CC(=C(C(=C1)F)N1CC(CC1)CC(=O)O)F